tert-butyl 1-(5,6,7,8-tetrahydro-2,7-naphthyridin-3-yl)piperidine-4-carboxylate C1=NC(=CC=2CCNCC12)N1CCC(CC1)C(=O)OC(C)(C)C